C1(CC1)N1CCC2(CC(C2)N2CC3=C(C=C(C=C3CC2)C(=O)OC)F)CC1 methyl 2-(7-cyclopropyl-7-azaspiro[3.5]nonan-2-yl)-8-fluoro-3,4-dihydro-1H-isoquinoline-6-carboxylate